OC(CCN1CC=C(C2=CC(=CC=C12)C1=CNC(C=C1)=O)NC(C)C)(C)C N-(3-hydroxy-3-methylbutyl)-4-(isopropylamino)-6-(6-oxo-1,6-dihydropyridin-3-yl)quinoline